trans-3-(4-(5-bromoquinoxalin-2-yl)-3-methyl-1H-pyrazol-1-yl)cyclobutane-1-carboxylic acid methyl ester COC(=O)[C@@H]1C[C@H](C1)N1N=C(C(=C1)C1=NC2=CC=CC(=C2N=C1)Br)C